2-(5-bromo-2-(methylthio)pyrimidin-4-yl)-N-(2,6-dichlorophenyl)-5-methyl-1H-imidazol-1-amine BrC=1C(=NC(=NC1)SC)C=1N(C(=CN1)C)NC1=C(C=CC=C1Cl)Cl